C(C)(=O)N1CCC(CC1)C(C)(O)C1=CC(=C2[C@](N(C(C2=C1)=O)CC1=NC=C(C=C1CO)Cl)(OC)C1=CC=C(C=C1)Cl)F (3R)-6-[1-(1-Acetylpiperidin-4-yl)-1-hydroxyethyl]-2-{[5-chloro-3-(hydroxymethyl)pyridin-2-yl]methyl}-3-(4-chlorophenyl)-4-fluoro-3-methoxy-2,3-dihydro-1H-isoindol-1-on